(R)-N-((4-([1,2,4]triazolo[1,5-a]pyridin-6-yl)-5-(6-methylpyridin-2-yl)-1H-imidazol-2-yl)methyl)-2-amino-3-phenylpropanamide N=1C=NN2C1C=CC(=C2)C=2N=C(NC2C2=NC(=CC=C2)C)CNC([C@@H](CC2=CC=CC=C2)N)=O